[(2S,3S,5S)-5-(6-tert-butyl-5-methyl-pyrrolo[2,3-b]pyrazin-3-yl)-2-isobutyl-1,4-oxazepan-3-yl]methanol C(C)(C)(C)C1=CC=2C(=NC(=CN2)[C@H]2N[C@H]([C@@H](OCC2)CC(C)C)CO)N1C